Br[SiH3] 1-bromosilane